4-((1-methyl-1H-pyrazol-4-yl)methyl)-N-(1-methylcyclopropyl)-5-oxo-4,5-dihydro-1H-spiro[imidazo[1,2-a]quinazoline-2,3'-oxetane]-7-sulfonamide CN1N=CC(=C1)CN1C=2N(C3=CC=C(C=C3C1=O)S(=O)(=O)NC1(CC1)C)CC1(COC1)N2